C1C=2C3=C(C=NC3=CC1)C=NC=1C2N=NC1 dihydropyrazolo[3',4':6,7]azepino[3,4,5-cd]indole